FC1=CC=C(C=C1)C1=CC=C(C=C1)CN1C=CC2=CC(=CC(=C12)C(=O)NCC1=CC=C(C(=O)O)C=C1)C1=CC=CC=C1 4-((1-((4'-Fluoro-[1,1'-biphenyl]-4-yl)methyl)-5-phenyl-1H-indol-7-amido)methyl)benzoic acid